cholesterol hemi-succinate C(CCC(=O)O)(=O)O.CC(C)CCC[C@@H](C)[C@H]1CC[C@H]2[C@@H]3CC=C4C[C@@H](O)CC[C@]4(C)[C@H]3CC[C@]12C.CC(C)CCC[C@@H](C)[C@H]1CC[C@H]2[C@@H]3CC=C4C[C@@H](O)CC[C@]4(C)[C@H]3CC[C@]12C